(3-Chloro-4-fluorophenyl)-1-((1,3-dimethyl-1H-pyrazol-4-yl)methyl)-1-(4-methoxyphenyl)urea ClC=1C=C(C=CC1F)NC(N(C1=CC=C(C=C1)OC)CC=1C(=NN(C1)C)C)=O